Ethyl 2-bromo-7-propan-2-yl-6,7-dihydro-5H-pyrazolo[5,1-b][1,3]oxazine-3-carboxylate BrC1=NN2C(OCCC2C(C)C)=C1C(=O)OCC